O1C(COCC1)=O [1,4]Dioxanone